4-(2-{[(4as,7ar)-1-methyl-octahydro-1H-cyclopenta[b]pyridin-4a-yl]methoxy}-8-fluoro-4-(6-methyl-1,4-oxazepan-4-yl)pyrido[4,3-d]pyrimidin-7-yl)-5-ethynyl-6-fluoronaphthalen-2-ol CN1[C@H]2[C@@](CCC1)(CCC2)COC=2N=C(C1=C(N2)C(=C(N=C1)C1=CC(=CC2=CC=C(C(=C12)C#C)F)O)F)N1CCOCC(C1)C